(S)-N-(1-(3-(4-(Hydroxycarbamoyl)benzyl)-1,2,4-oxadiazol-5-yl)-2-(thiazol-4-yl)ethyl)-3,4-dimethoxybenzamid ONC(=O)C1=CC=C(CC2=NOC(=N2)[C@H](CC=2N=CSC2)NC(C2=CC(=C(C=C2)OC)OC)=O)C=C1